1,3,5-tris(dimethyl-(vinyl)silyl)benzene C[Si](C1=CC(=CC(=C1)[Si](C=C)(C)C)[Si](C=C)(C)C)(C=C)C